3-(3,5-Dichlorophenyl)-4-fluoro-5-phenyl-1H-pyrrol ClC=1C=C(C=C(C1)Cl)C1=CNC(=C1F)C1=CC=CC=C1